OC1CCN(CC1)C(=O)OCC=C Allyl 4-hydroxypiperidine-1-carboxylate